tert-Butyl-(5-bromopentoxy)dimethylsilane C(C)(C)(C)[Si](C)(C)OCCCCCBr